4-methyl-3-((2-oxopiperazin-1-yl)methyl)-6-(trifluoromethyl)pyridin CC1=C(C=NC(=C1)C(F)(F)F)CN1C(CNCC1)=O